CNC(O[C@@H]1CC[C@H](CC1)C(N(C1=CC(=CC=C1)C=1N=C(OC1)C1CC1)C[C@@H]1CC[C@H](CC1)C1=NC(=C(C=C1)OC)C#N)=O)=O trans-4-(((trans-4-(6-Cyano-5-methoxy-pyridin-2-yl)cyclohexyl)methyl)(3-(2-cyclopropyloxazol-4-yl)phenyl)carbamoyl)cyclohexyl methylcarbamate